C(C)(C)(C)OC(C1=CN=C(C=C1)C=1CCOCC1)=O 6-(3,6-dihydro-2H-pyran-4-yl)nicotinic acid tert-butyl ester